N-benzylisoindoline-4-carboxamide TFA salt OC(=O)C(F)(F)F.C(C1=CC=CC=C1)NC(=O)C=1C=2CNCC2C=CC1